(E)-2-isopropyl-5-[2-(5-methylthiophene-2-yl)vinyl]-benzene-1,3-diol C(C)(C)C1=C(C=C(C=C1O)\C=C\C=1SC(=CC1)C)O